(4-(4-bromo-3-fluorophenyl)-1-methyl-1H-pyrazol-5-yl)methylcyclopentyl (methyl)carbamate CNC(OC1(CCCC1)CC1=C(C=NN1C)C1=CC(=C(C=C1)Br)F)=O